N=1C=2N(C=CC1)N=C1C2CNCC1 7,8,9,10-tetrahydropyrido[4',3':3,4]pyrazolo[1,5-a]pyrimidine